tert-butyl 7-(1-((8-(difluoromethyl)-2-methylimidazo[1,2-a]pyridin-6-yl)carbamoyl)-2,3-dihydro-1H-pyrrolo[2,3-b]pyridin-4-yl)-4,7-diazaspiro[2.5]octane-4-carboxylate FC(C=1C=2N(C=C(C1)NC(=O)N1CCC=3C1=NC=CC3N3CCN(C1(CC1)C3)C(=O)OC(C)(C)C)C=C(N2)C)F